FC(C[N+](CC(=O)[O-])(C)CCOC(C(=C)C)=O)(C(C(F)(F)F)(F)F)F 2-((2,2,3,3,4,4,4-heptafluorobutyl)(2-(methacryloyloxy)ethyl)(methyl)-ammonio)acetate